magnesium bistriflimide [N-](S(=O)(=O)C(F)(F)F)S(=O)(=O)C(F)(F)F.[Mg+2].[N-](S(=O)(=O)C(F)(F)F)S(=O)(=O)C(F)(F)F